bis-methyl-hexa-ethyleneglycol CC(COCCOCCOCCOCCOCCO)(C)O